Cl.Cl.FC=1C=C2C(N(C(=NC2=CC1)CCCCNC)CC(C)(C)C)=O 6-fluoro-2-(4-(methylamino)butyl)-3-neopentylquinazolin-4(3H)-one bis-hydrochloride salt